C(C)(=O)N1\C(\C(C2=CC=CC=C12)=O)=C/C1=NC2=CC=C(C=C2C=C1)CNC1C[C@@H](O[C@@H](C1)C)C |r| (Z)-1-acetyl-2-((6-((((2SR,6RS)-2,6-dimethyltetra-hydro-2H-pyran-4-yl)amino)meth-yl)quinolin-2-yl)-methylene)indolin-3-one